FC=1C(=NC=NC1N(CC1=CC(=CC=C1)OC(F)(F)F)C)NC[C@@H]1[C@H](CN(CC1)CC(=O)N)O ((3R,4R)-4-(((5-fluoro-6-(methyl(3-(trifluoromethoxy)benzyl)amino)pyrimidin-4-yl)amino)methyl)-3-hydroxypiperidin-1-yl)acetamide